N-benzyl-diallyl-amine hydrochloride Cl.C(C1=CC=CC=C1)N(CC=C)CC=C